(S)-2,2'-bis(dl-p-dimethylaminophenylphosphino)-6,6'-dimethoxy-1,1'-biphenyl CN(C1=CC=C(C=C1)PC1=C(C(=CC=C1)OC)C1=C(C=CC=C1OC)PC1=CC=C(C=C1)N(C)C)C